[1-13C]-benzoylformic acid C([13C]1=CC=CC=C1)(=O)C(=O)O